C(C)(C)(C)OC(=O)N1CC2(CC2)[C@H](C1)N (R)-7-amino-5-azaspiro[2.4]heptane-5-carboxylic acid tert-butyl ester